C(C1=CC=CC=C1)OC(=O)N[C@@H](C(=O)O)CC(C(F)F)(C)C (R)-2-(benzyloxycarbonylamino)-5,5-difluoro-4,4-dimethylpentanoic acid